1-(1H-indol-5-yl)-4-phenylbutane-1,4-dione N1C=CC2=CC(=CC=C12)C(CCC(=O)C1=CC=CC=C1)=O